C(C1=CC=CC=C1)OC(=O)N[C@@H](C(=O)OC)CNC(C1=CC(=C(C(=C1)F)OC)CC)=O (R)-methyl 2-(((benzyloxy)carbonyl)amino)-3-(3-ethyl-5-fluoro-4-methoxybenzamido)propanoate